5-chloro-N-(2-ethoxyphenyl)-2-[(4-methoxybenzoyl)amino]-benzamide ClC=1C=CC(=C(C(=O)NC2=C(C=CC=C2)OCC)C1)NC(C1=CC=C(C=C1)OC)=O